(4-bromo-2-chloro-phenyl)-2-fluoro-ethanamine, hydrochloride Cl.BrC1=CC(=C(C=C1)C(CF)N)Cl